4,5-dihydro-1H-imidazole sulfate S(=O)(=O)(O)O.N1C=NCC1